N[C@@H](C1=CNC2=CC=CC=C12)C(=O)O nortryptophane